2-[2-amino-3-(4-hydroxyphenyl)propanamido]-3-phenylpropanoic acid hydrochloride Cl.NC(C(=O)NC(C(=O)O)CC1=CC=CC=C1)CC1=CC=C(C=C1)O